C(C)[Si](OCCCCC)(OCCCCC)C(C1=CC=CC=C1)O ethyl-(hydroxybenzyl)dipentoxysilane